O=C1OC[C@H](N1)CCC(=O)OCC1=CC=CC=C1 benzyl 3-[(4R)-2-oxooxazolidin-4-yl]propanoate